1-(2-(4-chlorophenyl)ethyl)-2,4-dimethyl-1H-imidazole-5-carboxylic acid ethyl ester C(C)OC(=O)C1=C(N=C(N1CCC1=CC=C(C=C1)Cl)C)C